Cl.OC1=C(C=NC(=C1)C)C(=O)N 4-hydroxy-6-methylpyridine-3-carboxamide hydrochloride